ClCCCCCC1=CC=C(C(=O)NC2=CC(=CC=C2)S(NC2=CC(=CC=C2)C2C(NC(CC2)=O)=O)(=O)=O)C=C1 4-(5-chloropentyl)-N-(3-(N-(3-(2,6-dioxopiperidin-3-yl)phenyl)sulfamoyl)phenyl)benzamide